6-cyano-2-[1-(4-ethyl-3-iodo-phenyl)-1-methyl-ethyl]-1H-indole-3-carboxylic acid tert-butyl ester C(C)(C)(C)OC(=O)C1=C(NC2=CC(=CC=C12)C#N)C(C)(C)C1=CC(=C(C=C1)CC)I